C(C=C)C1C2C=CC(C1)C2 5-allyl-norbornene